tert-butyl 4-(5-amino-6-isopropoxy-1-oxoisoindolin-2-yl)piperidine-1-carboxylate NC=1C=C2CN(C(C2=CC1OC(C)C)=O)C1CCN(CC1)C(=O)OC(C)(C)C